C1(CC1)C[C@@H]1C2=C(C(N(C1)C)=O)C(=C(N2)C2=CC(=NC=C2)NC(CC2=CC=C(C=C2)F)=O)NC=2N=CSC2 N-{4-[(7S)-7-(cyclopropylmethyl)-5-methyl-4-oxo-3-(1,3-thiazol-4-ylamino)-4,5,6,7-tetrahydro-1H-pyrrolo[3,2-c]pyridin-2-yl]pyridin-2-yl}-2-(4-fluorophenyl)acetamide